tert-butyl (4-((3-chloro-4-fluorophenyl)carbamoyl)-3-(5-hydroxy-5-((methylsulfonyl)methyl)octahydropentalen-2-yl)-1H-pyrazol-5-yl)carbamate ClC=1C=C(C=CC1F)NC(=O)C=1C(=NNC1NC(OC(C)(C)C)=O)C1CC2CC(CC2C1)(CS(=O)(=O)C)O